spiro[cyclobutane-1,4'-isoquinoline] C1=NCC2(C3=CC=CC=C13)CCC2